ClC1=CC=CC=2C3=C4C(=COC3=C3C(C21)=CC(C=C3)=O)C=CC=C4 4-chloro-6H-tribenzo[c,f,H]chromen-6-one